2-methyl-2-((4-methylphenyl)sulfonyl)-1-propanone CC(C=O)(C)S(=O)(=O)C1=CC=C(C=C1)C